C(C)(C)(C)OC(=O)CC1OC2=CC=CC=C2C(=C1)C1([C@H](C(=O)[O-])C=CC=C1)C (R)-2-(((tert-butoxycarbonyl) methyl)-2H-chromen-4-yl)-2-methylbenzoate